1-(4-chlorobenzyl)-6-(3,5-dimethylisoxazol-4-yl)-N-methyl-1H-imidazo[4,5-b]pyridin-2-amine ClC1=CC=C(CN2C(=NC3=NC=C(C=C32)C=3C(=NOC3C)C)NC)C=C1